sodium diisooctyl sulfoate S(=O)(=O)(OCCCCCC(C)C)OCCCCCC(C)C.[Na]